[Si](C)(C)(C(C)(C)C)OCC1=NN(C=N1)C1=NC=C(C=C1)OCC1=C(C=CC=C1C(F)(F)F)Cl 2-(3-{[(tert-Butyldimethylsilyl)oxy]methyl}-1,2,4-triazol-1-yl)-5-{[2-chloro-6-(trifluoromethyl)phenyl]methoxy}pyridine